COC1=NC2=C(NC1=O)N=CC=C2 2-methoxypyrido[2,3-b]Pyrazin-3(4H)-one